ClC=1C=C(C(NN1)=O)C(=O)O 6-Chloro-3-oxo-2,3-dihydro-pyridazine-4-carboxylic acid